Ethyl 2-(2-{[(tert-butoxy) carbonyl] ({2-[(4-fluoro-2-nitrophenyl) carbamoyl] ethyl}) amino} ethyl)-1,3-thiazole-4-carboxylate C(C)(C)(C)OC(=O)N(CCC=1SC=C(N1)C(=O)OCC)CCC(NC1=C(C=C(C=C1)F)[N+](=O)[O-])=O